dichloroTin Cl[Sn]Cl